6-(1-methylcyclohexyl)-para-cresol CC1(CCCCC1)C=1C=C(C=CC1O)C